NC1(CCN(CC1)C1=NC(=C2C(=N1)NN=C2C2=C(C1=C(N(N=C1C=C2)C)Cl)Cl)C#N)C2=C(C=C(C=C2)F)F 6-(4-amino-4-(2,4-difluorophenyl)piperidin-1-yl)-3-(3,4-dichloro-2-methyl-2H-indazol-5-yl)-1H-pyrazolo[3,4-d]pyrimidine-4-carbonitrile